methyl (S)-4-(2-(2-methoxy-2-oxoethyl)-1,2,3,4-tetrahydronaphthalen-2-yl)butanoate COC(C[C@@]1(CC2=CC=CC=C2CC1)CCCC(=O)OC)=O